C(CCC)C1(N(C(N2C1=CC=1C=CC(=CC21)C)=O)OC)C#CCCC2=CC=CC=C2 1-butyl-2-methoxy-6-methyl-1-(4-phenylbut-1-yn-1-yl)-1,2-dihydro-3H-imidazo[1,5-a]indol-3-one